benzyl 3-(2-{5-[(1R,4R,7R)-7-amino-2-azabicyclo[2.2.1]heptane-2-carbonyl]-7-methoxy-1-methyl-1H-1,3-benzodiazol-2-yl}-1-(cyclopropylmethyl)-1H-indol-6-yl)pyrrolidine-1-carboxylate N[C@H]1[C@@H]2N(C[C@H]1CC2)C(=O)C2=CC1=C(N(C(=N1)C=1N(C3=CC(=CC=C3C1)C1CN(CC1)C(=O)OCC1=CC=CC=C1)CC1CC1)C)C(=C2)OC